cyclopropyl-benz[e]indolone C1(CC1)C1=NC=2C=CC3=C(C2C1=O)C=CC=C3